NC1=C(C=C(C(=O)OC)C=C1NC[C@H]1OCC1)OC methyl 4-amino-3-methoxy-5-[[(2S)-oxetan-2-yl]methylamino]benzoate